FC(C=1C=C(C=CC1F)NC(N(C=1C=NC(=NC1)OC)CC1=NNC(=C1CC(C)O)C(F)(F)F)=O)F (3-(Difluoromethyl)-4-fluorophenyl)-1-((4-(2-hydroxypropyl)-5-(trifluoromethyl)-1H-pyrazol-3-yl)methyl)-1-(2-methoxypyrimidin-5-yl)urea